C(=O)(O)[C@@H](O)[C@H](O)C(=O)O.BrC1=CC=C(C=N1)CNCCOC N-[(6-bromopyridin-3-yl)methyl]-2-methoxyethan-1-amine D-Tartrate